(2S,3R,5R,10R,13R,14S,17S)-2,3,14-Trihydroxy-17-[2-(2-hydroxyethylsulfanyl)acetyl]-10,13-dimethyl-2,3,4,5,9,11,12,15,16,17-decahydro-1H-cyclopenta[a]phenanthren-6-on O[C@H]1C[C@@]2(C3CC[C@@]4([C@H](CC[C@]4(C3=CC([C@@H]2C[C@H]1O)=O)O)C(CSCCO)=O)C)C